4-(2-Methylpent-4-en-2-yl)-1-((2-(trimethylsilyl)ethoxy)methyl)-1H-pyrazole CC(C)(CC=C)C=1C=NN(C1)COCC[Si](C)(C)C